acryloyloxyoctadecyldiiodomethylsilane C(C=C)(=O)OCCCCCCCCCCCCCCCCCC[SiH2]C(I)I